N1-((3-((6r,9s)-2,2-dimethyl-1-oxaspiro[5.5]undecan-9-yl)-5,5-difluoro-5,6-dihydro-4H-pyrrolo-[1,2-b]pyrazol-2-yl)methyl)-N1,N2-dimethylethane-1,2-diamine CC1(OC2(CCC1)CCC(CC2)C2=C1N(N=C2CN(CCNC)C)CC(C1)(F)F)C